FC=1C=2N(C=C(C1)C=1N=C3N(C(C1)=O)C=C(C=C3)N3C[C@H]1N(CC3)CCC1)C=C(N2)C 2-(8-fluoro-2-methylimidazo[1,2-a]pyridin-6-yl)-7-[(8aS)-hexahydropyrrolo[1,2-a]pyrazin-2(1H)-yl]-4H-pyrido[1,2-a]pyrimidin-4-one